C(C1=CC=CC=C1)OC1=C(N2C(C=3C(=CC=NC13)C1=CC=CC=C1)=NC=N2)C(=O)OC Methyl 6-(benzyloxy)-10-phenyl-[1,2,4]triazolo[5,1-f][1,6]naphthyridine-5-carboxylate